Cl.NC[C@H](CC(=O)OC)O methyl (S)-4-amino-3-hydroxybutyrate hydrochloride